(4-{6-amino-5-[1-(2,6-dichloro-3-fluoro-phenyl)-ethoxy]-pyridin-3-yl}-phenoxy)-acetic acid NC1=C(C=C(C=N1)C1=CC=C(OCC(=O)O)C=C1)OC(C)C1=C(C(=CC=C1Cl)F)Cl